NC1=NN2C(C=C(C=C2)C=2C=NC(=C(C(=O)OC)C2)C([2H])([2H])[2H])=N1 methyl 5-(2-amino-[1,2,4]triazolo[1,5-a]pyridin-7-yl)-2-trideuteromethylnicotinate